5,6,7-tribromo-1H-indene-1-thione BrC=1C=C2C=CC(C2=C(C1Br)Br)=S